O1CCN(CC1)C(\C=C\CNC1(CC1)COC1=NC=C(C=C1)\C(=C(\CC(F)(F)F)/C1=CC=CC=C1)\C=1C=C2C(=NNC2=CC1)F)=O (E)-1-Morpholino-4-((1-(((5-((Z)-4,4,4-trifluoro-1-(3-fluoro-1H-indazol-5-yl)-2-phenylbut-1-en-1-yl)pyridin-2-yl)oxy)methyl)cyclopropyl)amino)but-2-en-1-one